COC(=O)C1=C(N=NC(=C1C)Cl)OC1=CC(=CC=C1)Cl 6-chloro-3-(3-chlorophenoxy)-5-methyl-pyridazine-4-carboxylic acid methyl ester